N1=C(C=CC=C1)N1CC2=CN=CC=C2CC1 2-(Pyridin-2-yl)-1,2,3,4-tetrahydro-2,7-naphthyridine